C(C)(C)(C)C=1C=C(C=C(C1O)C(C)(C)C)CCC(=O)OCCN1C(CC(CC1(C)C)OC(CCC1=CC(=C(C(=C1)C(C)(C)C)O)C(C)(C)C)=O)(C)C 1-[2-[3-(3,5-di-tert-butyl-4-hydroxyphenyl)propionyl-oxy]ethyl]-4-[3-(3,5-di-tert-butyl-4-hydroxyphenyl)propionyloxy]-2,2,6,6-tetramethylpiperidine